FC1=C(C=C(C=C1)C1C(=C(NC=2CC(CC(C12)=O)C1=C(C=CC=C1)OC)C)C(=O)OC1CCOCC1)O tetrahydro-2H-pyran-4-yl 4-(4-fluoro-3-hydroxyphenyl)-7-(2-methoxyphenyl)-2-methyl-5-oxo-1,4,5,6,7,8-hexahydroquinoline-3-carboxylate